C1(CC1)NC(C1=C(C=C(C=C1OC)C1=CN=C2N1C=CC(=C2)C2N(CCC2)C(C)C)OC(F)F)=O N-cyclopropyl-2-(difluoromethoxy)-4-[7-(1-isopropyl-pyrrolidin-2-yl)imidazo[1,2-a]pyridin-3-yl]-6-methoxybenzamide